(R)-N'-((2,6-dicyclopropyl-3,5-dimethylpyridin-4-yl)carbamoyl)-4-(2-hydroxypropan-2-yl)thiophene-2-sulfonimidamide C1(CC1)C1=NC(=C(C(=C1C)NC(=O)N=[S@](=O)(N)C=1SC=C(C1)C(C)(C)O)C)C1CC1